O1C(COCC1)C1CCN(CC1)C1=C(C=CC=C1)[N+](=O)[O-] 4-(1,4-dioxan-2-yl)-1-(2-nitrophenyl)piperidine